C(CCCCC)[AlH]CCCCCC dihexylaluminum hydride